2-(endo-3-amino-3-methyl-8-aza-bicyclo[3.2.1]octan-8-yl)-5-(4-chloro-2-methyl-2H-indazol-5-yl)-3-methyl-3,7-dihydro-4H-pyrrolo[2,3-d]pyrimidin-4-one NC1(CC2CCC(C1)N2C=2N(C(C1=C(N2)NC=C1C1=C(C2=CN(N=C2C=C1)C)Cl)=O)C)C